(S)-3-(1-hydroxy-propan-2-yl)-8-(1H-pyrazol-1-yl)-6-(6-(trifluoromethyl)pyridin-3-yl)pyrido[3,4-d]pyrimidin-4(3H)-one OC[C@H](C)N1C=NC2=C(C1=O)C=C(N=C2N2N=CC=C2)C=2C=NC(=CC2)C(F)(F)F